3-(trans-4-aminocyclohexyl)-3-methylbutyrate monohydrochloride Cl.N[C@@H]1CC[C@H](CC1)C(CC(=O)O)(C)C